Cl(=O)(=O)(=O)O.C(CCC)N1CN(C=C1)C.C(CCC)N1CN(C=C1)C bis(1-butyl-3-methylimidazole) perchlorate